C1(CC1)[C@H](C(C)(C)O)N1CC2=CC=CC(=C2C1=O)C1=CC(=CC(=N1)C#N)OC (R)-6-(2-(1-cyclopropyl-2-hydroxy-2-methylpropyl)-3-oxoisoindolin-4-yl)-4-methoxypicolinonitrile